[4-(2-aminoethoxy)]4-Phenylphenylalanine NCCOC1(CC=C(C[C@H](N)C(=O)O)C=C1)C1=CC=CC=C1